N-(2-fluorophenyl)-2-(4-hydroxyphenoxy)-N-methylpropionamide FC1=C(C=CC=C1)N(C(C(C)OC1=CC=C(C=C1)O)=O)C